FC1=CC=C(C=C1)N1N=C(C=C1)C(=O)O 1-(4-fluorophenyl)-1H-pyrazole-3-carboxylic acid